FC=1C(=C(C=O)C=C(C1OC)F)O 3,5-difluoro-2-hydroxy-4-methoxybenzaldehyde